C(C)(C)(C)P(=O)(C1=NC2=CC=CC=C2N=C1P(=O)(C)C(C)(C)C)C (-)-2,3-bis(tert-butyl-methyl-phosphinyl)quinoxaline